[NH4+].C(#N)C(=C1C(C(C2=CC=CC=C12)=C(C#N)C#N)C(=O)[O-])C#N 1,3-bis(dicyanomethylene)-2,3-dihydro-1H-indene-2-carboxylate ammonium